3-(((tert-butyldimethylsilyl)oxy)methyl)pentanenitrile [Si](C)(C)(C(C)(C)C)OCC(CC#N)CC